(R)-4-(2-chloro-4-fluorophenyl)-7-((1-(4-(2-methoxyethyl)piperazin-1-yl)-1-oxopropan-2-yl)oxy)isoquinolin-1(2H)-one ClC1=C(C=CC(=C1)F)C1=CNC(C2=CC(=CC=C12)O[C@@H](C(=O)N1CCN(CC1)CCOC)C)=O